methyl (S)-2-((4-((6-((4-chloro-2-fluorophenoxy)methyl)pyridin-2-yl)oxy)piperidin-1-yl)methyl)-4-fluoro-1-(oxetan-2-yl-methyl)-1H-benzo[d]imidazole-6-carboxylate ClC1=CC(=C(OCC2=CC=CC(=N2)OC2CCN(CC2)CC2=NC3=C(N2C[C@H]2OCC2)C=C(C=C3F)C(=O)OC)C=C1)F